dicaffeyltartaric acid C(\C=C\C1=CC(O)=C(O)C=C1)C(C(C(=O)O)(O)C\C=C\C1=CC(O)=C(O)C=C1)(O)C(=O)O